4-((2-ethyl-4-methyl-1,2,3,4-tetrahydroisoquinolin-7-yl)(methyl)amino)benzonitrile hydrochloride Cl.C(C)N1CC2=CC(=CC=C2C(C1)C)N(C1=CC=C(C#N)C=C1)C